7-Methoxy-5-(o-Tolyl)Imidazolo[1,2-a]Quinoxaline-4(5H)-on COC=1C=C2N(C(C=3N(C2=CC1)C=CN3)=O)C3=C(C=CC=C3)C